((1s,3s)-3-hydroxy-3-methylcyclobutyl)(7-(3-isopropoxy-2-methylphenyl)-2-azaspiro[3.5]non-2-yl)methanone OC1(CC(C1)C(=O)N1CC2(C1)CCC(CC2)C2=C(C(=CC=C2)OC(C)C)C)C